C(C)(C)(C)OC(=O)N(C(COC1=NC(=NC(=C1)C1=C(C=CC=C1C)C)NS(=O)(=O)C=1C=C(C(=O)O)C=CC1)C1=CC=C(C=C1)C(C)(C)C)C 3-[[4-[2-[tert-Butoxycarbonyl(methyl)amino]-2-(4-tert-butylphenyl)ethoxy]-6-(2,6-dimethylphenyl)pyrimidin-2-yl]sulfamoyl]benzoic acid